4-(trifluoromethoxy)phenyl (5R)-3,3-difluoro-5-(2-oxoazepan-1-yl)piperidine-1-carboxylate FC1(CN(C[C@@H](C1)N1C(CCCCC1)=O)C(=O)OC1=CC=C(C=C1)OC(F)(F)F)F